2,6-dimethylphenol sodium hydroxide [OH-].[Na+].CC1=C(C(=CC=C1)C)O